BrC1=CC(=C(C(=O)OC)C=C1I)CBr Methyl 4-bromo-2-(bromomethyl)-5-iodobenzoate